n-propyne C#CC